[C@H]12CN(C[C@H](CC1)N2)C2=NC(=NC1=C(C(=CC=C21)C2=CC(=CC1=CC=CC(=C21)F)O)F)OC[C@]21CCCN1C[C@@H](C2)F 4-(4-((1R,5S)-3,8-diazabicyclo[3.2.1]octan-3-yl)-8-fluoro-2-(((2R,7aS)-2-fluorotetrahydro-1H-pyrrolizin-7a(5H)-yl)methoxy)quinazolin-7-yl)-5-fluoronaphthalen-2-ol